FC(CCSCCC(=O)N)(F)F 3-((3,3,3-trifluoropropyl)thio)propanamide